1-(4-methoxyphenyl)ethanamine COC1=CC=C(C=C1)C(C)N